N1(CCCC1)C(=O)C1=CC(=NC=C1)NC=1SC2=C(N1)C=CC(=C2)C#N 2-((4-(pyrrolidine-1-carbonyl)pyridin-2-yl)amino)benzo[d]thiazole-6-carbonitrile